NC(CC1=CC=C(C=C1)CC(C(=O)OC)(C)C)=O methyl 3-(4-(2-amino-2-oxoethyl) phenyl)-2,2-dimethylpropionate